6-OCTENENITRILE C(CCCCC=CC)#N